2-(3,5-dichloro-4-((7H-pyrrolo[2,3-d]pyrimidin-4-yl)oxy)phenyl)-3,5-dioxo-2,3,4,5-tetrahydro-[1,2,4]triazine-6-carbonitrile ClC=1C=C(C=C(C1OC=1C2=C(N=CN1)NC=C2)Cl)N2N=C(C(NC2=O)=O)C#N